1-((((s)-1-(2-chlorophenyl)-2-oxocyclohexyl)(methyl)carbamoyl)oxy)-2-methylpropyl acetylglycinate C(C)(=O)NCC(=O)OC(C(C)C)OC(N(C)[C@]1(C(CCCC1)=O)C1=C(C=CC=C1)Cl)=O